1-((1-acetylazetidin-3-yl)methyl)-4-chloro-N-(3-fluoro-5-(phenylethynyl)pyridin-2-yl)-1H-pyrazole-5-carboxamide C(C)(=O)N1CC(C1)CN1N=CC(=C1C(=O)NC1=NC=C(C=C1F)C#CC1=CC=CC=C1)Cl